BrC=1C(=NC=C(C1)F)C(\C=C\N(C)C)=O (E)-1-(3-bromo-5-fluoropyridin-2-yl)-3-(dimethylamino)prop-2-en-1-one